1-(2-azabicyclo[2.1.1]hexan-5-yl)-2-(1-(cyclopropanecarbonyl)-4-((4,5-dimethylthiazol-2-yl)methoxy)pyrrolidin-2-yl)-7-(2,3-dichlorophenyl)-6-fluoro-4-methyl-1H-pyrrolo[3,2-c]quinolin C12NCC(C1N1C(=CC=3C(=NC=4C(=C(C=CC4C31)C3=C(C(=CC=C3)Cl)Cl)F)C)C3N(CC(C3)OCC=3SC(=C(N3)C)C)C(=O)C3CC3)C2